N1C(NCCC1)=S tetrahydropyrimidine-2(1H)-thione